di-octylsulphosuccinate C(CCCCCCC)C(C(C(=O)[O-])S(=O)(=O)O)(C(=O)[O-])CCCCCCCC